N1=C(C=CC=C1)C(C)NC(=O)N1CC2(CC1)CN(C1=CC=CC=C1C2)C2=CC=C(C=C2)C(F)(F)F N-[1-(2-pyridyl)ethyl]-1-[4-(trifluoromethyl)-phenyl]spiro[2,4-dihydro-quinoline-3,3'-pyrrolidine]-1'-carboxamide